N-[2-(1H-indol-3-yl)ethyl]-2-(2-methylthiazol-5-yl)-8-(oxetan-3-yl)-6,7-dihydropyrimido[5,4-b][1,4]oxazin-4-amine N1C=C(C2=CC=CC=C12)CCNC1=NC(=NC2=C1OCCN2C2COC2)C2=CN=C(S2)C